(2S,4R)-1-{2-[(azetidine-1-carbonyl)amino]acetyl}-N-[(S)-(5-cyclopropyl-6-fluoropyridin-2-yl)(phenyl)methyl]-4-fluoropyrrolidine-2-carboxamide N1(CCC1)C(=O)NCC(=O)N1[C@@H](C[C@H](C1)F)C(=O)N[C@@H](C1=CC=CC=C1)C1=NC(=C(C=C1)C1CC1)F